NC1=NC=NC2=C1C1=C(CCCN3C1=CC=1C=CC(=CC31)C(=O)O)N2C(C)C 1-amino-5-isopropyl-5,6,7,8-tetrahydropyrimido[5'',4'':4',5']pyrrolo[3',2':3,4]azepino[1,2-a]indole-11-carboxylic Acid